NC1=CC=C(C(=N1)F)C1=CN=C(N1)C1CN2C(CC3(CCC3)[C@@H]2C2=C1C=1C(=C(C=NC2)Cl)C(=CC(C1)=O)F)=O |o1:22| (R*)-12-(5-(6-amino-2-fluoropyridin-3-yl)-1H-imidazol-2-yl)-7-chloro-8-fluoro-13,14-dihydro-2H-spiro[benzo[5,6]azocino[4,3-g]indolizine-3,1'-cyclobutane]-1,10(4H,12H)-dione